7-(3-fluorobicyclo[1.1.1]pentan-1-yl)-5-methylthieno[2,3-d]pyridazin-4(5H)-one FC12CC(C1)(C2)C2=NN(C(C1=C2SC=C1)=O)C